C1(CC1)CN1C(C=2C=C(N=CC2C=C1C1=C(C(=CC(=C1Cl)OC)OC)Cl)NC1=C(C=CC=C1C)NC(C=C)=O)=O N-(2-((6-(cyclopropylmeth-yl)-7-(2,6-dichloro-3,5-dimethoxyphenyl)-5-oxo-5,6-dihydro-2,6-naphthyridin-3-yl)amino)-3-methylphenyl)acrylamide